C1(CC1)C=1C=C(C(=NC1)C=1N=C2N(N=CC(=C2)C(F)(F)F)C1)SCC 2-(5-Cyclopropyl-3-ethylsulfanyl-2-pyridinyl)-7-(trifluoromethyl)imidazo[1,2-b]pyridazine